(2S)-4-[3-(1H-imidazole-2-carbonylamino)propionyloxy]-1-(6-oxo-6-undecoxy-hexyl)pyrrolidine-2-carboxylic acid [8-(1-octylnonyloxy)-8-oxo-octyl] ester C(CCCCCCC)C(CCCCCCCC)OC(CCCCCCCOC(=O)[C@H]1N(CC(C1)OC(CCNC(=O)C=1NC=CN1)=O)CCCCCC(OCCCCCCCCCCC)=O)=O